(E)-1-(3-(cyclopent-3-en-1-yloxy)-4-methoxystyryl)-2,6-dimethylpyridin-4(1H)-one C1(CC=CC1)OC=1C=C(/C=C/N2C(=CC(C=C2C)=O)C)C=CC1OC